Tert-butyl (S)-2-(((S)-2-aminobutyl)amino)butanoate N[C@H](CN[C@H](C(=O)OC(C)(C)C)CC)CC